3-(5-(dimethoxymethyl)pyridin-3-yl)-4,4-difluoropiperidine-1-carboxylic acid tert-butyl ester C(C)(C)(C)OC(=O)N1CC(C(CC1)(F)F)C=1C=NC=C(C1)C(OC)OC